C(C=C)(=O)N1CC(CC1)C1=C2C(=C(NC2=C(C=C1)C(=O)N)C)C 4-(1-acryloylpyrrolidin-3-yl)-2,3-dimethyl-1H-indole-7-carboxamide